C(C)C1=CC=C(C(=N1)C)C1=NN2C(N=CC=C2)=C1C(=O)N[C@@H]1C(NC2=C(C(=N1)C1=CC=CC=C1)C=CC=C2)=O 2-(6-Ethyl-2-methylpyridin-3-yl)-N-[(3S)-2-oxo-5-phenyl-2,3-dihydro-1H-1,4-benzodiazepin-3-yl]pyrazolo[1,5-a]pyrimidine-3-carboxamide